3-({[5-(4-aminophenyl)pyridin-3-yl]methyl}amino)-N-[(1S,2S)-2-hydroxycyclohexyl]-4-methylbenzamide NC1=CC=C(C=C1)C=1C=C(C=NC1)CNC=1C=C(C(=O)N[C@@H]2[C@H](CCCC2)O)C=CC1C